1-(tert-butoxy-carbonyl)-2-methyl-pyrrolidine-2-carboxylic acid C(C)(C)(C)OC(=O)N1C(CCC1)(C(=O)O)C